FC1(C(CN(CC1)C1=C(C(=O)OC)C(=C(C(=N1)C)I)C)C)F methyl 2-(4,4-difluoro-3-methylpiperidin-1-yl)-5-iodo-4,6-dimethylnicotinate